3-[3-[5-(4-bromophenyl)-1-[2-(trifluoromethyl)phenyl]pyrrol-2-yl]phenoxy]-N,N-dimethyl-propan-1-amine BrC1=CC=C(C=C1)C1=CC=C(N1C1=C(C=CC=C1)C(F)(F)F)C=1C=C(OCCCN(C)C)C=CC1